heptadecafluoro-1-octanesulfonyl fluoride FC(C(C(C(C(C(C(S(=O)(=O)F)(F)F)(F)F)(F)F)(F)F)(F)F)(F)F)(C(F)(F)F)F